15-(3-(2-((1,2-dimethylhydrazino)methyl)-1H-indol-1-yl)propionamido)-2,3-dimethyl-1,4,14-trioxo-7,10-dioxa-3,13-diazacyclooctadecan-18-oic acid CN(NC)CC=1N(C2=CC=CC=C2C1)CCC(=O)NC1C(NCCOCCOCCC(N(C(C(C(CC1)C(=O)O)=O)C)C)=O)=O